3-(4-aminoimidazo[2,1-f][1,2,4]triazin-7-yl)-4-methyl-N-(2-(2-oxopyrrolidin-1-yl)ethyl)benzenesulfonamide NC1=NC=NN2C1=NC=C2C=2C=C(C=CC2C)S(=O)(=O)NCCN2C(CCC2)=O